N-(6-phenoxy-3-pyridyl)-6-[(3S)-3-piperidyl]pyrido[3,2-d]pyrimidin-4-amine O(C1=CC=CC=C1)C1=CC=C(C=N1)NC=1C2=C(N=CN1)C=CC(=N2)[C@@H]2CNCCC2